4-((1H-benzo[d][1,2,3]triazol-1-yl)oxy)-7-methoxy-2-methylquinazolin-6-yl acetate C(C)(=O)OC=1C=C2C(=NC(=NC2=CC1OC)C)ON1N=NC2=C1C=CC=C2